CC1=NOC(=C1C=1C=C2C(=NC1)C(=CN2[C@@H](C)C2=NC=CC=C2)C2=CC=C(C(=O)O)C=C2)C 4-(6-(3,5-dimethylisoxazol-4-yl)-1-[(1s)-1-(2-pyridyl)ethyl]pyrrolo[3,2-b]pyridin-3-yl)benzoic acid